C(#N)C1(CC1)NS(=O)(=O)C1=CC=C2C3=C(NC2=C1)N=CN=C3N3C[C@@H](N(CC3)C)CF (R)-N-(1-cyanocyclopropyl)-4-(3-(fluoromethyl)-4-methylpiperazin-1-yl)-9H-pyrimido[4,5-b]indole-7-sulfonamide